4-bromo-3-chloro-2-((tetrahydro-2H-pyran-4-yl)oxy)pyridine BrC1=C(C(=NC=C1)OC1CCOCC1)Cl